3-((4-(1-ethoxyvinyl)-6-fluoro-1-tosyl-1H-indol-5-yl)oxy)benzonitrile C(C)OC(=C)C1=C2C=CN(C2=CC(=C1OC=1C=C(C#N)C=CC1)F)S(=O)(=O)C1=CC=C(C)C=C1